ClC1=NC=2N(C3(C(NC2C(=N1)C)=O)CCC3)C chloro-4',8'-dimethyl-5',8'-dihydro-6'H-spiro[cyclobutane-1,7'-pteridine]-6'-one